[K].NC1=CC=CC=C1 aniline potassium